C(C)OC(=O)C1=C(SC2=C1CCCC2)N 2-amino-4,5,6,7-tetrahydrobenzothiophene-3-carboxylic acid ethyl ester